N=C1SCC(CN1C1=CC=CC=C1)C(=O)O 2-Imino-3-phenyl-1,3-thiazinane-5-carboxylic acid